N[C@@H](CCCNC(N)=N)C(=O)O.C(C)(=O)O[C@@H](CCCC)C1=C(C(=O)O)C=CC=C1 (S)-2-(1-acetoxy-n-amyl)benzoic acid L-arginine salt